1-cyclobutyl-N-((2-((4-(5-iodopyridin-3-yl)-1H-1,2,3-triazol-1-yl)methyl)imidazo[1,2-a]pyridin-6-yl)methyl)methylamine C1(CCC1)CNCC=1C=CC=2N(C1)C=C(N2)CN2N=NC(=C2)C=2C=NC=C(C2)I